CC(C)(C)OC(=O)N1CC2=CC=CC=C2CC1 1,2,3,4-tetrahydroisoquinoline-2-carboxylic acid-2-methylpropan-2-yl ester